2-(3-fluoropiperidin-1-yl)-2,3-dihydrobenzo[d]oxazol-6-amine FC1CN(CCC1)C1OC2=C(N1)C=CC(=C2)N